1H-benzo[d][1,2,3]triazol-1-yl (1,3-dioxoisoindolin-2-yl)carbamate O=C1N(C(C2=CC=CC=C12)=O)NC(ON1N=NC2=C1C=CC=C2)=O